docosyl-trimethyl-ammonium acetate C(C)(=O)[O-].C(CCCCCCCCCCCCCCCCCCCCC)[N+](C)(C)C